ClC=1N=C2N(N=CC(=C2C(C)OC)NC(=O)NC=2C=NC(=C(C2)C#N)N2N=CC=N2)C1 N-(2-chloro-8-(1-methoxyethyl)imidazo[1,2-b]pyridazin-7-yl)-N'-(5-cyano-6-(2H-1,2,3-triazol-2-yl)pyridin-3-yl)urea